CC1=NC(=CC(=C1)C=1NC2=CC=C(C=C2C1C(C)C)C1CCN(CC1)C(=O)C=1C(=NOC1)C)C (4-(2-(2,6-dimethylpyridin-4-yl)-3-isopropyl-1H-indol-5-yl)piperidin-1-yl)(3-methylisoxazol-4-yl)methanone